C(C(C)C)(=O)OC=1C(=NC=CC1OC)C(N[C@H](C(=O)NC(=C(C1=CC(=C(C=C1)OC)F)C1=CC(=C(C=C1)OC)F)C)C)=O (S)-2-((1-((1,1-bis(3-fluoro-4-methoxyphenyl)prop-1-en-2-yl)amino)-1-oxopropan-2-yl)carbamoyl)-4-methoxypyridin-3-yl isobutyrate